2-[[2-[6-(3-cyclopropyl-1,2,4-triazol-1-yl)-2-azaspiro[3.3]heptane-2-carbonyl]-2,6-diazaspiro[3.3]heptane-6-yl]methyl]benzoic acid C1(CC1)C1=NN(C=N1)C1CC2(CN(C2)C(=O)N2CC3(C2)CN(C3)CC3=C(C(=O)O)C=CC=C3)C1